aminomercaptoalcohol NSO